perfluoro-4-oxa-5-hexene-1-sulfonyl fluoride FC(C(C(OC(=C(F)F)F)(F)F)(F)F)(S(=O)(=O)F)F